FC(OC=CC1=CC=CC=C1)(F)F (trifluoromethyl)oxy-styrene